((2,6-diisopropylphenyl-imino)methyl)phenoxylruthenium C(C)(C)C1=C(C(=CC=C1)C(C)C)N=C[Ru]OC1=CC=CC=C1